NC1=NC(=CC(=N1)N1CCC2(C[C@H](NC2)C(=O)OCC)CC1)O[C@@H](C(F)(F)F)C1=C(C=CC(=C1)Cl)Br (S)-ethyl 8-(2-amino-6-((R)-1-(2-bromo-5-chlorophenyl)-2,2,2-trifluoroethoxy)pyrimidin-4-yl)-2,8-diazaspiro[4.5]decane-3-carboxylate